2-(2-chloro-6-fluorophenyl)-N-(3,3-dimethyl-2,3-dihydrobenzofuran-6-yl)pyrazolo[1,5-a][1,3,5]triazin-4-amine ClC1=C(C(=CC=C1)F)C1=NC=2N(C(=N1)NC1=CC3=C(C(CO3)(C)C)C=C1)N=CC2